FC=1C(=CC=2C3=C(NC(C2C1)=O)COC[C@H]3N(C(=O)C=3C=NN(C3)C3=CC=C(C=C3)F)C)F (S)-N-(8,9-Difluoro-6-oxo-1,4,5,6-tetrahydro-2H-pyrano[3,4-c]isoquinolin-1-yl)-1-(4-fluorophenyl)-N-methyl-1H-pyrazole-4-carboxamide